styrylphosphinic acid C(=CC1=CC=CC=C1)P(O)=O